C(C(C)C)C=1C(=C2C(=NNC2=CC1)C(=O)O)CC1=CC=C(C=C1)C(F)(F)F isobutyl-4-[[4-(trifluoromethyl)phenyl]methyl]indazole-3-carboxylic acid